N-(4-(5-azaspiro[2.4]heptan-5-yl)phenyl)-3-fluoro-5-formyl-4-hydroxybenzamide C1CC12CN(CC2)C2=CC=C(C=C2)NC(C2=CC(=C(C(=C2)C=O)O)F)=O